ClC1=CC=C(C=C1)NC1=CC2=NC3=CC=CC=C3N(C2=CC1=N)C1=CC=C(C=C1)Cl N,5-bis(4-chlorophenyl)-3-imino-3,5-dihydrophenazine-2-amine